(R)-2-((4-(2-(4-(trityloxy)phenyl)propan-2-yl)phenoxy)methyl)oxirane tert-butyl-6-methylene-8-(2-phenylpropan-2-yl)-3,8-diazabicyclo[3.2.1]octane-3-carboxylate C(C)(C)(C)OC(=O)N1CC2CC(C(C1)N2C(C)(C)C2=CC=CC=C2)=C.C(C2=CC=CC=C2)(C2=CC=CC=C2)(C2=CC=CC=C2)OC2=CC=C(C=C2)C(C)(C)C2=CC=C(OC[C@@H]1OC1)C=C2